C(C)(C)(C)[Si](O[C@H]1[C@H]([C@@H](O[C@@H]1C=C)N1CN=CC=C1)OC)(C)C 1-((2R,3R,4R,5R)-4-((tert-butyl-dimethyl-silyl)oxy)-3-methoxy-5-vinyltetrahydrofuran-2-yl)pyrimidine